(6-bromo-5-methylimidazo[1,2-a]pyrimidin-2-yl)[(3R,3'R)-3'-hydroxy-1,4-dihydro-1'H,2H-spiro[isoquinoline-3,4'-piperidin]-1'-yl]methanone BrC=1C=NC=2N(C1C)C=C(N2)C(=O)N2C[C@H]([C@@]1(CC2)NCC2=CC=CC=C2C1)O